N-(5-(4-(bicyclo[4.2.0]octa-1(6),2,4-trien-7-ylamino)-3-cyanoquinolin-6-yl)-2-chloropyridin-3-yl)methanesulfonamide C1=2C=CC=CC2C(C1)NC1=C(C=NC2=CC=C(C=C12)C=1C=C(C(=NC1)Cl)NS(=O)(=O)C)C#N